FC1(C(C1)NC1=NC(N(C2=CC(=CC=C12)C(F)(F)F)C1=CC=CC=C1)=O)F 4-((2,2-difluorocyclopropyl)amino)-1-phenyl-7-(trifluoromethyl)quinazolin-2(1H)-one